1,1-Diisocyanatocyclohexane N(=C=O)C1(CCCCC1)N=C=O